S1C(=NC2=C1C=CC=C2)NC(=O)C=2C=CC=C1CCN(CC21)C=2SC(=C(N2)C(=O)OC)CCCOC2=C(C=CC=C2F)CCC(=O)OC(C)(C)C Methyl 2-(8-(benzo[d]thiazol-2-ylcarbamoyl)-3,4-dihydroisoquinolin-2(1H)-yl)-5-(3-(2-(3-(tert-butoxy)-3-oxopropyl)-6-fluorophenoxy)propyl)thiazole-4-carboxylate